BrC1=NN(C(=C1C#N)NCC1=CC(=C(C=C1)C)C)C(C(F)(F)F)C 3-bromo-5-((3,4-dimethylbenzyl)amino)-1-(1,1,1-trifluoropropan-2-yl)-1H-pyrazole-4-carbonitrile